N-(1-(2-(2-Methoxyethoxy)ethyl)-3-(pyridin-2-yl)-1H-pyrazol-4-yl)-2'-methyl-[2,4'-bipyridin] COCCOCCN1N=C(C(=C1)N1C(=CC=CC1)C1=CC(=NC=C1)C)C1=NC=CC=C1